FC1=C(N)C(=CC(=C1)C#CC1=C(C=C(C=C1C)C1=CC2=C(S1)C=C(S2)CCCCC)F)C 2-fluoro-4-{[2-fluoro-6-methyl-4-(5-pentylthieno[3,2-b]thiophen-2-yl)phenyl]ethynyl}-6-methylaniline